tert-butyl N-[4-[4-[1-(2,6-dioxo-3-piperidyl)-3-methyl-2-oxo-benzimidazol-4-yl]but-3-ynoxy]butyl]carbamate O=C1NC(CCC1N1C(N(C2=C1C=CC=C2C#CCCOCCCCNC(OC(C)(C)C)=O)C)=O)=O